(5E,9Z,12Z)-octadecatrienoic acid C(C=C\C=C\C=CCCCCCCCCCCC)(=O)O